1,3-bis(o-tolyl)guanidine C1(=C(C=CC=C1)NC(=N)NC1=C(C=CC=C1)C)C